(±)-(3-(4-(2-amino-6-methylpyrimidin-4-yl)-1,4-oxazepan-3-yl)-4-chlorophenyl)(imino)(methyl)-lambda6-sulfane NC1=NC(=CC(=N1)N1[C@@H](COCCC1)C=1C=C(C=CC1Cl)[SH2](C)=N)C |r|